C1(CC1)OC1=NC=CC=C1C1=CN=C2N1N=C(C=C2)NCCNC(OC(C)(C)C)=O tert-butyl N-[2-[[3-[2-(cyclopropoxy)-3-pyridyl]imidazo[1,2-b]pyridazin-6-yl]amino]ethyl]carbamate